CS(=O)(=O)OC[C@H]1OCCC1 [(2S)-oxolan-2-yl]methyl methanesulfonate